N-[3-(difluoromethyl)-1-[4-[[5-(1,3-dioxoisoindolin-2-yl)pent-3-ynyl-methyl-amino]methyl]cyclohexyl]pyrazol-4-yl]-5-morpholino-pyrazolo[1,5-a]pyrimidine-3-carboxamide FC(C1=NN(C=C1NC(=O)C=1C=NN2C1N=C(C=C2)N2CCOCC2)C2CCC(CC2)CN(C)CCC#CCN2C(C1=CC=CC=C1C2=O)=O)F